The molecule is a triacyl-sn-glycerol in which the which the acyl groups at positions 1 and 2 are specified as hexadecanoyl, while that at position 3 is specified as octadecanoyl It has a role as a human blood serum metabolite and a Caenorhabditis elegans metabolite. It is a triacylglycerol 50:0 and a triacyl-sn-glycerol. CCCCCCCCCCCCCCCCCC(=O)OC[C@@H](COC(=O)CCCCCCCCCCCCCCC)OC(=O)CCCCCCCCCCCCCCC